3-(4-(tert-butoxy)-3-fluorophenyl)acrylic acid C(C)(C)(C)OC1=C(C=C(C=C1)C=CC(=O)O)F